Methyl (S)-((3-(3,5-difluoro-4-(2-thia-6-azaspiro[3.3]heptan-6-yl)phenyl)-2-oxo-oxazolidin-5-yl)methyl)carbamate FC=1C=C(C=C(C1N1CC2(CSC2)C1)F)N1C(O[C@H](C1)CNC(OC)=O)=O